FC1(CC(C1)C(N1C[C@@H](N(C[C@H]1C)C1=C2N=C(N(C2=NC(=N1)NN)C[C@H]1OCCC1)C)C)C1=CC(=C(C=C1)F)F)F 6-((2S,5R)-4-((3,3-difluorocyclobutyl)(3,4-difluorophenyl)methyl)-2,5-dimethylpiperazin-1-yl)-2-hydrazineyl-8-methyl-9-(((S)-tetrahydrofuran-2-yl)methyl)-9H-purine